C1[C@H]([C@@H]([C@H]([C@@H]([C@H]1N)O[C@@H]2[C@@H]([C@H]([C@@H]([C@H](O2)CO)O)O)O)O)O)N The molecule is an amino cyclitol glycoside that is 4alpha,6alpha-diaminocyclohexane-1beta,2alpha,3beta-triol (2-deoxystreptamine) in which the pro-R hydroxy group is substituted by an alpha-D-glucosyl residue. It derives from a 2-deoxystreptamine. It is a conjugate base of a 2'-deamino-2'-hydroxyparomamine(2+).